(3,4-difluorophenyl)-6-methyl-7-(2-(((1s,3s)-3-methyl-1-oxidothietan-3-yl)amino)-2-oxoacetyl)-2,3-dihydro-1H-pyrrolizine-5-carboxamide FC=1C=C(C=CC1F)C1CCN2C(=C(C(=C12)C(C(=O)NC1(CS(C1)=O)C)=O)C)C(=O)N